N-[2-methoxy-6-(1-methylpyrazol-4-yl)-3-pyridyl]-5-methyl-3-phenyl-isoxazole-4-carboxamide COC1=NC(=CC=C1NC(=O)C=1C(=NOC1C)C1=CC=CC=C1)C=1C=NN(C1)C